1,3-dimethylperhydro-1,3,2-diazaphosphorin CN1PN(CCC1)C